C[C@]12CC3(CC(C[C@@](C1)(C3)C)C2)NC(NC2=CC=C(C(=O)NCC(C)C)C=C2)=O 4-(3-((1r,3R,5S,7r)-3,5-dimethyladamantan-1-yl)ureido)-N-isobutylbenzamide